2-Chloro-6-(trifluoromethyl)nicotinonitrile ClC1=C(C#N)C=CC(=N1)C(F)(F)F